N-(1-(bicyclo[1.1.1]pentan-1-ylamino)-6,6,6-trifluorohexan-2-yl)-2,4-dibromo-5-methoxybenzenesulfonamide C12(CC(C1)C2)NCC(CCCC(F)(F)F)NS(=O)(=O)C2=C(C=C(C(=C2)OC)Br)Br